N1=CN=C2N=CNC2=C1N[C@H]1O[C@H]([C@@H]([C@H]([C@@H]1O)O)N=[N+]=[N-])C (2S,3S,4R,5R,6S)-2-((7H-purin-6-yl)amino)-5-azido-6-methyltetrahydro-2H-pyran-3,4-diol